N(N)C(=O)C=1C(=NC=CC1)C(=O)NC1CCC(CC1)OC (hydrazinocarbonyl)-N-((1r,4r)-4-methoxycyclohexyl)pyridinecarboxamide